C(C=C)(=O)N1C(CC(CC1)N1C=NC=2C(=NC=3C(=C(C(=CC3C21)Cl)C2=C(C(=CC=C2)F)C)F)N2CC(C2)N(C)C)CC#N 2-(1-acryloyl-4-(8-chloro-4-(3-(dimethylamino)azetidin-1-yl)-6-fluoro-7-(3-fluoro-2-methyl-phenyl)-1H-imidazo[4,5-c]quinolin-1-yl)piperidin-2-yl)acetonitrile